O1C(CCCC1)N1N=C(C2=CC(=CC=C12)OCCCNC(OCC1=CC=CC=C1)=O)C#C[Si](CC)(CC)CC benzyl N-[3-[1-tetrahydropyran-2-yl-3-(2-triethylsilylethynyl)indazol-5-yl]oxypropyl]carbamate